CN1N=C2C=CC=C(C2=C1)C1=NN(C2=C(C=CC=C12)C)C=1C=CC(=NC1)N1CC2(CN(C2)C=O)C1 6-(5-{2',7-dimethyl-1H,2'H-[3,4'-biindazol]-1-yl}pyridin-2-yl)-2,6-diaza-spiro[3.3]heptane-2-carbaldehyde